C(CCCCCCCCCCCCCCCCCCCCCCCCCCCCC)O n-triacontanyl alcohol